6-((3R,4S)-3-aminotetrahydro-2H-pyran-4-yl)-2-chloro-N-(furan-2-ylmethyl)-7-((trimethylsilyl)ethynyl)thieno[3,2-d]pyrimidin-4-amine trifluoroacetate FC(C(=O)O)(F)F.N[C@H]1COCC[C@@H]1C1=C(C=2N=C(N=C(C2S1)NCC=1OC=CC1)Cl)C#C[Si](C)(C)C